COC1=NC=C(C=N1)C(CC(=O)O)N1N=C(C=C1)CCCC=1C=CC2=C(NCCCC2)N1 3-(2-methoxypyrimidin-5-yl)-3-(3-(3-(6,7,8,9-tetrahydro-5H-pyrido[2,3-b]azepin-2-yl)propyl)-1H-pyrazol-1-yl)propanoic acid